(S)-1-((7-chloro-2-(2'-chloro-3'-(5-(dimethoxymethyl)picolinamido)-2-methyl-[1,1'-biphenyl]-3-yl)benzo[d]oxazol-5-yl)methyl)piperidine-2-carboxylic acid ClC1=CC(=CC=2N=C(OC21)C=2C(=C(C=CC2)C2=C(C(=CC=C2)NC(C2=NC=C(C=C2)C(OC)OC)=O)Cl)C)CN2[C@@H](CCCC2)C(=O)O